N[C@@H](CCC(=O)O)C(=O)O.C(O)CN.C(O)CN.C(O)CN.C(O)CN tetraethanolamine glutamate